ClC1=CC=C(C=C1)S(=O)(=O)N([C@H](C)C1=C(C=C(C=C1)F)CCC(=O)O)C1=C(C=CC(=C1)F)F 2-[(1R)-1-[[(4-chlorophenyl)sulfonyl](2,5-difluorophenyl)amino]ethyl]-5-fluorobenzenepropanoic acid